BrC1=CC=2NC([C@H]3N(C2C=C1)CC[C@H](C3)C(=O)[O-])=O (trans)-3-bromo-6-oxo-6,6a,7,8,9,10-hexahydro-5H-pyrido[1,2-a]quinoxaline-8-carboxylate